di-t-butylphenyl-iodonium 2,4,6-triisopropylbenzenesulfonate C(C)(C)C1=C(C(=CC(=C1)C(C)C)C(C)C)S(=O)(=O)[O-].C(C)(C)(C)C=1C(=C(C=CC1)[IH+])C(C)(C)C